(1S)-2,2-difluoro-4-(3,3,3-trifluoro-2-methyl-propoxy)-7-(trifluoromethylsulfanyl)indan-1-ol FC1([C@H](C2=C(C=CC(=C2C1)OCC(C(F)(F)F)C)SC(F)(F)F)O)F